C(C1=CC=CC=C1)OC(=O)N[C@@H](C)C(=O)N[C@H](C)C(=O)N[C@@H](CC(N)=O)C(=O)O N-[(benzyloxy)carbonyl]-L-alanyl-D-alanyl-L-asparagine